FC=1C=C(C=CC1C(C)C)[C@H](C1=CC=CC=2N(C(NC21)=O)C)NC(=O)[C@H]2[C@H](CCC2)C(=O)O (1S,2R)-2-(((R)-(3-fluoro-4-isopropylphenyl)(1-methyl-2-oxo-2,3-dihydro-1H-benzo[d]imidazol-4-yl)methyl)carbamoyl)cyclopentane-1-carboxylic acid